NC1=NC(=C(C(=N1)N)OCCCOC1=C(C=CC=C1)C=CC(=O)NO)CC 3-{2-[3-(2,4-Diamino-6-ethylpyrimidin-5-yloxy)propoxy]phenyl}-N-hydroxyacrylamide